N1=C2N(C(C=C1)=O)C=NC=C2 pyrimido[1,6-a]pyrimidin-4-one